5-(pyridin-2-yl)pyrrolo[2,1-f][1,2,4]triazin-4-ol N1=C(C=CC=C1)C=1C=CN2N=CN=C(C21)O